2-chloro-2,2-difluoroethanol ClC(CO)(F)F